C(C)(C)(C)OC(=O)N[C@@H]1CNC[C@H](C1)C (3S,5S)-3-(tert-butoxycarbonylamino)-5-methylpiperidine